C(C)(=O)C=1C=C(N(C1)CC(=O)N1[C@@H](C[C@H](C1)F)C(NC1=NC(=CC=C1)Br)=O)C(=O)O 4-acetyl-1-(2-((2S,4R)-2-((6-bromopyridin-2-yl)carbamoyl)-4-fluoropyrrolidin-1-yl)-2-oxoethyl)-1H-pyrrole-2-carboxylic acid